C1(CC1)C1=NC(=NC=C1F)C12CCC(CC2C1)OC[C@@H]1N([C@@H](C[C@@H]1NS(=O)(=O)C)C)C(=O)OC methyl (2R,3S,5R)-2-(((6-(4-cyclopropyl-5-fluoropyrimidin-2-yl)bicyclo[4.1.0]heptan-3-yl)oxy)methyl)-5-methyl-3-(methylsulfonamido)pyrrolidine-1-carboxylate